N-([1-[(4,5-dichloro-2-hydroxyphenyl)methyl]-4-(trifluoroacetamido)piperidin-4-yl]methyl)-2,2,2-trifluoroacetamide ClC1=CC(=C(C=C1Cl)CN1CCC(CC1)(NC(C(F)(F)F)=O)CNC(C(F)(F)F)=O)O